NC1=C(C=CC(=C1)C=1SC(=CC1)C)NC(OC(C)(C)C)=O tert-butyl N-[2-amino-4-(5-methyl-2-thienyl)phenyl]carbamate